FC1=C(C(=C(C=C1F)F)F)OC(CCOCCOCCOCCNC(OC(C)(C)C)=O)=O 2,2-Dimethyl-4-oxo-3,8,11,14-tetraoxa-5-azaheptadecane-17-oic acid 2,3,5,6-tetrafluorophenyl ester